2-METHYL-PYRIDINE CC1=NC=CC=C1